S(=O)(=O)(O)O.C(CCCCCCCC)C=1C(=C(C=CC1)OC1=C(C(=CC=C1)CCCCCCCCC)C=CC)C=CC nonylpropenylphenyl ether sulfate